O=C(C(=O)N)N1CC(CCC1)N1C(N(C=2C=NC=CC21)C2=CC=C(C=C2)OC2=CC=CC=C2)=O 2-oxo-2-(3-(2-oxo-3-(4-phenoxyphenyl)-2,3-dihydro-1H-imidazo[4,5-c]pyridin-1-yl)piperidin-1-yl)acetamide